CCCCCCCCCCP(=O)(O)OP(=O)O 10-Decyldiphosphonic acid